CC1=CC=CC(=N1)C1=NC=CC(=N1)NC1=NC(=NC=C1)NC=1C=CC(=NC1)C(=O)OC[C@H]1CNCC1 [(3R)-pyrrolidin-3-yl]methyl 5-[[4-[[2-(6-methyl-2-pyridyl)pyrimidin-4-yl]amino]pyrimidin-2-yl]amino]pyridine-2-carboxylate